5-chloro-10,10-difluoro-7-methyl-12-oxa-3-thia-6-azatricyclo[6.4.1.04,13]Tridec-1,4(13),5,7-tetraene ClC=1C=2SC=C3OCC(CC(=C(N1)C)C32)(F)F